[InH]=CC=CCCCCC 1-indanon-diene